4-(1-(4-(furan-3-yl)-1-(4-(trifluoromethyl)benzyl)-1H-1,2,3-triazole-5-carboxamido)ethyl)benzoic acid O1C=C(C=C1)C=1N=NN(C1C(=O)NC(C)C1=CC=C(C(=O)O)C=C1)CC1=CC=C(C=C1)C(F)(F)F